CN1C(C(=C(C=C1)[O-])NC(N[C@@H](CC(=O)[O-])C=1C=C(C=C(C1)F)C1=C(C=C(C=C1)F)F)=O)=O.[Na+].[Na+] sodium (S)-3-(3-(1-methyl-4-oxido-2-oxo-1,2-dihydropyridin-3-yl)ureido)-3-(2',4',5-trifluoro biphenyl-3-yl)propanoate